3-bromo-6-chlorobenzo[b]thiophene-7-carbonitrile BrC=1C2=C(SC1)C(=C(C=C2)Cl)C#N